O=C1N2[C@@H](CCC2=CC=C1NCC(OC1=CC=CC=C1)=O)C(=O)O (3S)-5-oxo-6-[(2-oxo-2-phenoxy-ethyl)amino]-2,3-dihydro-1H-indolizine-3-carboxylic acid